ClC1=C(C(=NN1CC)C1=NC(=CC=C1)C(F)(F)F)C=O 5-Chloro-1-ethyl-3-(6-(trifluoromethyl)pyridin-2-yl)-1H-pyrazole-4-carbaldehyde